lactoyl-ethoxyaniline (S)-azepan-4-ylcarbamate N1CC[C@H](CCC1)NC(O)=O.C(C(O)C)(=O)N(C1=CC=CC=C1)OCC